FC(C(C(F)(F)F)(O)C1=CC=C(C=C1)C1=CC=C(C=C1)CN1C[C@H](N(CC1)CC1=CC=NC=C1)CC(=O)OCCO)(F)F 2-hydroxyethyl (R)-2-(4-((4'-(1,1,1,3,3,3-hexafluoro-2-hydroxypropan-2-yl)-[1,1'-biphenyl]-4-yl)methyl)-1-(pyridin-4-ylmethyl)piperazin-2-yl)acetate